2-((tert-butyldimethylsilyl)ethynyl)-5-(4,4,5,5-tetramethyl-1,3,2-dioxaborolan-2-yl)-1-((2-(trimethylsilyl)ethoxy)methyl)-1H-benzo[d]imidazole [Si](C)(C)(C(C)(C)C)C#CC1=NC2=C(N1COCC[Si](C)(C)C)C=CC(=C2)B2OC(C(O2)(C)C)(C)C